N-((2S,3R)-1-amino-3-hydroxy-1-oxobutan-2-yl)-2-methyl-5-(pyridin-2-ylmethoxy)benzofuran-3-carboxamide NC([C@H]([C@@H](C)O)NC(=O)C1=C(OC2=C1C=C(C=C2)OCC2=NC=CC=C2)C)=O